Cl.NC(C(=O)N1CCN(CC1)C(=O)NC1=NC(N(C=C1)C1CCC(CC1)CN1CC(C1)N)=O)(C)C 4-(2-Amino-2-methylpropanoyl)-N-(1-(4-((3-aminoazetidin-1-yl)methyl)cyclohexyl)-2-oxo-1,2-dihydropyrimidin-4-yl)piperazine-1-carboxamide hydrochloride salt